CC1=C(C(=C(C1([Rh](Cl)Cl)C)C)C)C pentamethyl-cyclopentadienylrhodium (III) chloride